ClC1=NC=C(C=N1)NC(O[C@@H](COC1=CC2=C(N=C(S2)C2=C3N=CC(=NC3=CC(=C2)C)OC)C(=C1F)Cl)C)=O (R)-1-((4-chloro-5-fluoro-2-(2-methoxy-7-methylquinoxalin-5-yl)benzo[d]thiazol-6-yl)oxy)propan-2-yl (2-chloropyrimidin-5-yl)carbamate